BrC1=NN2C(=C1)[C@@]1(CN(CC1)C(=O)OC(C)(C)C)OCC2 tert-butyl (3'R)-2-bromo-6,7-dihydro-1'H-spiro[pyrazolo[5,1-c][1,4]oxazine-4,3'-pyrrolidine]-1'-carboxylate